(1S,3S)-3-methyl-3-(3-(2-(3-methylisoxazol-5-yl)acetamido)-1H-pyrazol-5-yl)cyclopentyl (1-methylcyclopropyl)carbamate CC1(CC1)NC(O[C@@H]1C[C@](CC1)(C1=CC(=NN1)NC(CC1=CC(=NO1)C)=O)C)=O